C(C1=CC=CC=C1)OC(CCCC1=C(C(=O)OCC2=CC=CC=C2)C=CC(=C1)F)=O Benzyl 2-(4-(benzyloxy)-4-oxobutyl)-4-fluorobenzoate